FC(C1=NC=CC=C1C1(CC1)C(=O)O)F 1-(2-(difluoromethyl)pyridin-3-yl)cyclopropane-1-carboxylic acid